[Si](C)(C)(C(C)(C)C)OC1C=2C=CC(=NC2CCC1)COC1=NN=C(S1)N 5-((5-((tert-butyldimethylsilyl)oxy)-5,6,7,8-tetrahydroquinolin-2-yl)methoxy)-1,3,4-thiadiazol-2-amine